COC1(COCC1)CO (3-methoxytetrahydrofuran-3-yl)methanol